C(C)(C)(C)OC(=O)N1[C@@H]([C@@H]2O[C@@H]2C1)C(=O)O (1S,2S,5R)-3-(tert-butoxycarbonyl)-6-oxa-3-azabicyclo[3.1.0]hexane-2-carboxylic acid